The molecule is a monocarboxylic acid that is propionic acid carrying a 2,3-dihydroxyphenyl substituent at C-3; a microbial metabolite of quinoline. It has a role as a metabolite. It is a monocarboxylic acid and a (dihydroxyphenyl)propanoic acid. It derives from a propionic acid. It is a conjugate acid of a 3-(2,3-dihydroxyphenyl)propanoate. C1=CC(=C(C(=C1)O)O)CCC(=O)O